FC1=CC2=C(NC(=N2)C=2C(=NON2)N)C=C1 4-(5-fluoro-1H-benzimidazol-2-yl)-1,2,5-oxadiazol-3-amine